(phenylsulfonyl)indoline C1CN(C2=CC=CC=C21)S(=O)(=O)C3=CC=CC=C3